dibenzoacridineformic acid C1(=CC=CC2=C3C(=C4N=C5C=CC=CC5=CC4=C21)C=CC=C3)C(=O)O